2-(2-chlorophenyl)-N-[4-(6-methylpyridin-3-yl)-3-sulfamoylphenyl]Acetamide ClC1=C(C=CC=C1)CC(=O)NC1=CC(=C(C=C1)C=1C=NC(=CC1)C)S(N)(=O)=O